methyluridine-triphosphate P(O)(=O)(OP(=O)(O)OP(=O)(O)O)OC[C@@H]1[C@H]([C@H]([C@@](O1)(N1C(=O)NC(=O)C=C1)C)O)O